[Br].C(CCCCC)N1C(N(C=C1)C)C 1-hexyl-2,3-dimethyl-imidazole bromine salt